5-(1-((1-fluorocyclopentyl)methyl)-1H-pyrazol-4-yl)-6-(6-(2-fluoroethyl)-5-oxo-6,7-dihydro-5H-pyrrolo[3,4-b]pyridin-3-yl)picolinonitrile FC1(CCCC1)CN1N=CC(=C1)C=1C=CC(=NC1C=1C=C2C(=NC1)CN(C2=O)CCF)C#N